5-(3-((cyclopropylamino)methyl)azetidin-1-yl)-N-(6-ethoxy-2-methyl-2H-indazol-5-yl)pyrazine-2-carboxamide C1(CC1)NCC1CN(C1)C=1N=CC(=NC1)C(=O)NC1=CC2=CN(N=C2C=C1OCC)C